C(C)OC(=O)C1=NC(=NO1)C1=CC(=C(C(=C1)C)S(=O)(=O)C)Cl 3-(3-chloro-5-methyl-4-(methylsulfonyl)phenyl)-1,2,4-oxadiazole-5-carboxylic acid ethyl ester